Ethyl 8-(cyclopropylmethyl)-1,4-dioxaspiro[4.5]decane-8-carboxylate C1(CC1)CC1(CCC2(OCCO2)CC1)C(=O)OCC